2'-[5-Methyl-4-(morpholin-4-ylcarbonyl)-1H-imidazol-2-yl]-5-(methylsulfonyl)-3,4'-bipyridine CC1=C(N=C(N1)C1=NC=CC(=C1)C=1C=NC=C(C1)S(=O)(=O)C)C(=O)N1CCOCC1